dilauryl phosphorothioate (dilaurylthiophosphite) C(CCCCCCCCCCC)P(S)(O)(O)CCCCCCCCCCCC.P(OCCCCCCCCCCCC)(OCCCCCCCCCCCC)(O)=S